4-{[5-fluoro-1-(3-trifluoromethyl-benzyl)-1H-indazole-3-carbonyl]-amino}-phenylformic acid FC=1C=C2C(=NN(C2=CC1)CC1=CC(=CC=C1)C(F)(F)F)C(=O)NC1=CC=C(C=C1)C(=O)O